ethyl 5-(4-chloro-3-fluorophenyl)-1,3,4-oxadiazole-2-carboxylate ClC1=C(C=C(C=C1)C1=NN=C(O1)C(=O)OCC)F